6-((1-acetylpiperidin-4-yl)amino)-2-ethylpyrimidine-4-carboxylic acid methyl ester COC(=O)C1=NC(=NC(=C1)NC1CCN(CC1)C(C)=O)CC